6-(8-Oxa-3-azabicyclo[3.2.1]octan-3-yl)-N-(2-((R)-4-cyanothiazolidin-3-yl)-2-oxoethyl)quinoline-4-carboxamide C12CN(CC(CC1)O2)C=2C=C1C(=CC=NC1=CC2)C(=O)NCC(=O)N2CSC[C@H]2C#N